((tert-butoxycarbonyl)amino)-1,3-dimethyl-2-oxoindoline-3,6-dicarboxylic acid dimethyl ester COC(=O)C1(C(N(C2=CC(=CC(=C12)NC(=O)OC(C)(C)C)C(=O)OC)C)=O)C